O1CC(C1)N1[C@@H]2CN([C@H](C1)C2)C2=CC(C2=O)=O 4-((1S,4S)-5-(oxetan-3-yl)-2,5-diazabicyclo[2.2.1]hept-2-yl)cyclobut-3-ene-1,2-dione